N-(3-((9-ethyl-9H-carbazol-3-yl)methylamino)propyl)-dimethylaminourea C(C)N1C2=CC=CC=C2C=2C=C(C=CC12)CNCCCN(C(=O)N)N(C)C